TIN-ZINC [Zn].[Sn]